ClC=1C=C2C(=NC(=NC2=CC1B1OC(C(O1)(C)C)(C)C)NC[C@H](C(C)(C)O)F)N1CCN(CC1)C(=O)OC(C)(C)C tert-butyl (R)-4-(6-chloro-2-((2-fluoro-3-hydroxy-3-methylbutyl)amino)-7-(4,4,5,5-tetramethyl-1,3,2-dioxaborolan-2-yl)quinazolin-4-yl)piperazine-1-carboxylate